[Ba+2].[OH-].[Ba+2].[OH-].[OH-].[OH-] barium hydroxide, barium salt